FC(C(=O)O)(F)F.O=C1N(CCC(N1)=O)C1=NN(C2=CC(=CC=C12)[C@@H]1C(CN(CC1)CC(=O)O)(F)F)C 2-[(4R)-4-[3-(2,4-dioxohexahydropyrimidin-1-yl)-1-methyl-indazol-6-yl]-3,3-difluoro-1-piperidinyl]acetic acid trifluoroacetate salt